FC(OC1=C(C(=O)NCC2=CC(=NN2C2OCCCC2)C2=C(C=CC=C2)[N+](=O)[O-])C=CC=C1)F 2-(difluoromethoxy)-N-((3-(2-nitrophenyl)-1-(tetrahydro-2H-pyran-2-yl)-1H-pyrazol-5-yl)methyl)benzamide